toluenesulfonyl-diazodiphenyl-phosphorus C(C1=CC=CC=C1)S(=O)(=O)P(C1=CC=CC=C1)(C1=CC=CC=C1)=[N+]=[N-]